COC1=C(C=O)C(=CC(=C1)OC)OC 2,4,6-Trimethoxybenzaldehyde